1-(2,3-difluorobenzyl)-4-((3-fluoro-6-((5-methyl-1H-pyrazol-3-yl)amino)pyridin-2-yl)methyl)piperidine-4-carboxylic acid FC1=C(CN2CCC(CC2)(C(=O)O)CC2=NC(=CC=C2F)NC2=NNC(=C2)C)C=CC=C1F